2-hydroxy-2-(6-(2-(5-isopropyl-2-methylbenzyl)-2H-tetrazol-5-yl)pyridin-2-yl)propane-1-sulfonamide OC(CS(=O)(=O)N)(C)C1=NC(=CC=C1)C=1N=NN(N1)CC1=C(C=CC(=C1)C(C)C)C